4-((2,6-difluoro-4-(3-methyl-1H-pyrazol-5-yl)benzyl)oxy)phenyl sulfurofluoridate S(OC1=CC=C(C=C1)OCC1=C(C=C(C=C1F)C1=CC(=NN1)C)F)(=O)(=O)F